ClC1=NC(=NC=C1)N1CCN(CC1)C1=C(C=C(C=N1)N1C(O[C@H](C1)CNC(C)=O)=O)F (S)-N-((3-(6-(4-(4-chloropyrimidin-2-yl)piperazin-1-yl)-5-fluoropyridin-3-yl)-2-oxazolidinone-5-yl)methyl)acetamide